N-[(1S)-5-[2-(2-aminopyridin-3-yl)-5-(pyrazol-1-yl)imidazo[4,5-b]pyridin-3-yl]-2,3-dihydro-1H-inden-1-yl]cyclopropanecarboxamide NC1=NC=CC=C1C1=NC=2C(=NC(=CC2)N2N=CC=C2)N1C=1C=C2CC[C@@H](C2=CC1)NC(=O)C1CC1